2-(2-chlorophenyl)-N-(1-(2-morpholinoethyl)-4-sulfamoyl-1H-indazol-6-yl)acetamide ClC1=C(C=CC=C1)CC(=O)NC1=CC(=C2C=NN(C2=C1)CCN1CCOCC1)S(N)(=O)=O